δ-nonyl-oxepan-2-one CCCC(CCCCC)C1C(OCCCC1)=O